COC1=C(OC2=CC(=CC(=C2)OC2=C(C=C(C=C2)N)OC)OC2=C(C=C(C=C2)N)OC)C=CC(=C1)N 1,3,5-tri(2-methoxy-4-aminophenoxy)benzene